(R)-3-methoxy-N-methyl-4-((3-(8-((2-oxopiperidin-4-yl)amino)-3-((trifluoromethyl)thio)imidazo[1,2-a]pyridin-2-yl)prop-2-yn-1-yl)amino)benzamide COC=1C=C(C(=O)NC)C=CC1NCC#CC=1N=C2N(C=CC=C2N[C@H]2CC(NCC2)=O)C1SC(F)(F)F